(+/-)-4-bromo-2-nitro-6-(1-phenylallyl)phenol BrC1=CC(=C(C(=C1)[C@H](C=C)C1=CC=CC=C1)O)[N+](=O)[O-] |r|